COC(=O)C1=CC=C(C=C1)[C@H]1NCCC(C1)CC#C (2S)-2-(4-(methoxycarbonyl)phenyl)-4-(prop-2-yn-1-yl)piperidine